2-((tert-butyldimethylsilyl)oxyethyl)-4-chloro-8-(2,4-dimethoxybenzyl)-5,8-dihydropteridine-7(6H)-one [Si](C)(C)(C(C)(C)C)OCCC1=NC=2N(C(CNC2C(=N1)Cl)=O)CC1=C(C=C(C=C1)OC)OC